3-(3-(4-(pyridin-2-ylmethoxy)benzyl)isoxazol-5-yl)pyridin-2-amine N1=C(C=CC=C1)COC1=CC=C(CC2=NOC(=C2)C=2C(=NC=CC2)N)C=C1